C(CCCCCCCCCCCCCCCCC)OCC(COCCCCCCCCCCCCCCCCCC)NCCC(=O)O 3-((1,3-bis(stearyloxy)propan-2-yl)amino)propanoic acid